CN(CCOCCOCCC(=O)O)C1=NC(=NC(=C1)C)NC1=CC=C(C=C1)NC(CC1=CC=CC=C1)=O 3-(2-(2-(methyl(6-methyl-2-((4-(2-phenylacetamido)phenyl)amino)pyrimidin-4-yl)amino)ethoxy)ethoxy)propanoic acid